CN(C)CC1=CC=C2CCOCC2=C1 (1R)-7-[(dimethylamino)methyl]-3,4-dihydro-1H-isochromen